(1-(Tetrahydro-2H-pyran-4-yl)-1H-indazol-6-yl)methanol O1CCC(CC1)N1N=CC2=CC=C(C=C12)CO